(R)- or (S)-2-Cyclopropyl-6-[1-(2-difluoromethyl-6-fluoro-phenyl)-piperidin-4-yl]-7-methyl-4-(2-trifluoromethyl-benzyl)-2,4,6,7-tetrahydro-pyrazolo[4,3-d]pyrimidin-5-one C1(CC1)N1N=C2C(N(C(N([C@@H]2C)C2CCN(CC2)C2=C(C=CC=C2F)C(F)F)=O)CC2=C(C=CC=C2)C(F)(F)F)=C1 |o1:10|